C(C)OC1=NC=CC(=C1)C1(CC(C1)C)C(=O)O 1-(2-ethoxypyridin-4-yl)-3-methylcyclobutane-1-carboxylic acid